C[C@@H]1CC2=C(C(N1)=O)C=C(N2)C2=CC(=NC=C2)C2=CC=C(C=C2)N2CCNCC2 (R)-6-methyl-2-(2-(4-(piperazin-1-yl)phenyl)pyridin-4-yl)-6,7-dihydro-1H-pyrrolo[3,2-c]pyridin-4(5H)-one